[Cl-].C(CCCCCCC)[NH3+] n-octylammonium chlorid